OC1=CC=C2C[C@H](N(CC2=C1)C)CNC(=O)[C@H]1[C@](C1)(C1=CC=CC=C1)C (1R,2S)-N-(((S)-7-hydroxy-2-methyl-1,2,3,4-tetrahydroisoquinolin-3-yl)methyl)-2-methyl-2-phenylcyclopropane-1-carboxamide